5-(5-cyano-6-morpholinopyridin-3-yl)-N-cyclopropyl-2-fluoro-4-methylbenzamide C(#N)C=1C=C(C=NC1N1CCOCC1)C=1C(=CC(=C(C(=O)NC2CC2)C1)F)C